BrC=1C=C(OC2=CC=C3C=4C=CC=C(C4N(C3=C2)C2=NC=CC(=C2)C(C)(C)C)C2=CC=CC=C2)C=CC1 7-(3-bromophenoxy)-9-(4-(tert-butyl)pyridin-2-yl)-1-phenyl-9H-carbazole